COC(=O)[C@@H]1[C@H](CCCC1)C(NC1=CC=C(C=C1)C=1N=NN(C1C=O)C)=O.FC1=C(C=C(C=C1)C(F)(F)F)N1CCNCC1 1-(2-fluoro-5-(trifluoromethyl)phenyl)piperazine Methyl-(1S,2S)-2-((4-(5-formyl-1-methyl-1H-1,2,3-triazol-4-yl)phenyl)carbamoyl)cyclohexane-1-carboxylate